Cl.COC1CC(C1)N (1r,3r)-3-methoxycyclobutan-1-amine HCl